tert-butyl (3R)-3-[[2-[4-(2-amino-2-oxo-ethyl)phenyl]thieno[3,2-c]pyridin-4-yl]-[2-fluoro-4-(triazolo[4,5-b]pyridin-3-yl)benzoyl]amino]piperidine-1-carboxylate NC(CC1=CC=C(C=C1)C1=CC=2C(=NC=CC2S1)N([C@H]1CN(CCC1)C(=O)OC(C)(C)C)C(C1=C(C=C(C=C1)N1N=NC=2C1=NC=CC2)F)=O)=O